BrC=1C=NC=C(C(=O)O)C1Cl 5-bromo-4-chloronicotinic acid